C(C1=CC=CC=C1)OCCOCCCNC=1C(=C(C(=CC1)Br)C)N N1-{3-[2-(benzyloxy)ethoxy]propyl}-4-bromo-3-methylbenzene-1,2-diamine